O1B(O1)[O-].[Na+] sodium 1,3,2-dioxaboriran-2-olate